(1S,3S,5S)-N-(3-chloro-2-fluorobenzyl)-2-azabicyclo[3.1.0]hexane-3-carboxamide ClC=1C(=C(CNC(=O)[C@H]2N[C@H]3C[C@H]3C2)C=CC1)F